FC1(CCN(CC1)C=1N=NC(=CC1)OC1=CC=C(C=C1)F)C(=O)NC1(CCN2CCC1CC2)C 4-fluoro-1-(6-(4-fluorophenoxy)pyridazin-3-yl)-N-(4-methyl-1-azabicyclo[3.2.2]non-4-yl)piperidine-4-carboxamide